C(C)C=1C=CC=2N(C1)N=CC2C(=O)O 6-ethylpyrazolo[1,5-a]pyridine-3-carboxylic acid